1-ethyl-1-((S)-2,2,2-trifluoro-1-(5-methoxy-4-(8-methoxyimidazo[1,2-a]pyrazin-6-yl)pyridin-2-yl)ethyl)-3-(4,4,4-trifluoro-1-(oxetan-2-yl)butyl)urea C(C)N(C(=O)NC(CCC(F)(F)F)C1OCC1)[C@H](C(F)(F)F)C1=NC=C(C(=C1)C=1N=C(C=2N(C1)C=CN2)OC)OC